C(C)(C)(C)OC(NCCOC1=CC(=C2C(=N1)SC(=N2)N)C)=O (2-((2-amino-7-methylthiazolo[5,4-b]pyridin-5-yl)oxy)ethyl)carbamic acid tert-butyl ester